ClC1=NC=CC(=N1)C(=O)NC1CCN(CC1)C 2-chloro-N-(1-methyl-4-piperidyl)pyrimidine-4-carboxamide